(4aR,7aS)-6-benzyl-octahydro-5,7-dioxopyrrolo[3,4-b]pyridine-1-carboxylic acid tert-butyl ester C(C)(C)(C)OC(=O)N1[C@H]2[C@@H](CCC1)C(N(C2=O)CC2=CC=CC=C2)=O